(2E)-N-[5-Methyl-1-(phenylsulfonylimino)hexa-2,4-dien-3-yl]piperidin-1-ium chloride [Cl-].CC(=C\C(=C/C=NS(=O)(=O)C1=CC=CC=C1)\[NH+]1CCCCC1)C